FC1=C(C=CC=C1)COC=1C=C2C=CC(=CC2=CC1)CC1C(NC(S1)=O)=O 5-[[6-[(2-fluorophenyl)methoxy]-2-naphthyl]methyl]-2,4-thiazolidinedione